NC1=C2C(=NC=N1)N(N=C2C2=CC=C(C=C2)OC2=CC=CC=C2)C2CCN(CC2)C(=O)N2CCC(CC2)C2CCN(CC2)C=2C=C1C(N(C(C1=CC2)=O)C2C(NC(CC2)=O)=O)=O 5-(1'-(4-(4-amino-3-(4-phenoxyphenyl)-1H-pyrazolo[3,4-d]pyrimidin-1-yl)piperidine-1-carbonyl)-[4,4'-bipiperidin]-1-yl)-2-(2,6-dioxopiperidin-3-yl)isoindoline-1,3-dione